((3S,6S)-1-methyl-6-(trifluoromethyl)piperidin-3-yl)-8-azabicyclo[3.2.1]octane-3-carboxamide CN1C[C@H](CC[C@H]1C(F)(F)F)C12CC(CC(CC1)N2)C(=O)N